IC1=CN=C2N1C=CC(=C2)OC(C)C 3-iodo-7-isopropoxyimidazo[1,2-a]pyridine